(2-(pyridin-4-yl)-6-((tetrahydro-2H-pyran-4-yl)amino)-1H-pyrrolo[3,2-c]pyridin-1-yl)methanol N1=CC=C(C=C1)C1=CC=2C=NC(=CC2N1CO)NC1CCOCC1